5-hydroxy-2-picoline sulfate S(=O)(=O)(O)O.OC=1C=CC(=NC1)C